tert-butyl 4-(4-((5-azido-7-(butylamino)-2H-pyrazolo[4,3-d]pyrimidin-2-yl)methyl)-3-methoxyphenyl)-3,6-dihydropyridine-1(2H)-carboxylate N(=[N+]=[N-])C=1N=C(C=2C(N1)=CN(N2)CC2=C(C=C(C=C2)C=2CCN(CC2)C(=O)OC(C)(C)C)OC)NCCCC